CC=1C(=NC=CC1)CC1=C(N=C(O1)C=C)C(=O)N ((3-methylpyridin-2-yl)methyl)-2-vinyloxazole-4-carboxamide